C(C)OC[C@H](CC1=CC=C(C=C1)OCC#C)N1C=NC=2C(=NC=3C=CC=CC3C21)N (S)-1-(1-ethoxy-3-(4-(prop-2-yn-1-yloxy)phenyl)propan-2-yl)-1H-imidazo[4,5-c]quinolin-4-amine